C(C)(=O)C1=CC(=C2C=C(C=CN12)OC)C(=O)NC1=C(C(=CC=C1)C=1C=NC=NC1)F 3-acetyl-N-(2-fluoro-3-(pyrimidin-5-yl)phenyl)-7-methoxyindolizine-1-carboxamide